C(C)(=O)OC1=CC(=CC2=CC=CC(=C12)C#C)OCOC [8-ethynyl-3-(methoxymethoxy)-1-naphthyl] acetate